2-(2-aminopyrimidin-4-yl)-N-(1-methylpiperidin-4-yl)-1-(2,2,2-trifluoroethyl)-1H-indol-4-amine NC1=NC=CC(=N1)C=1N(C=2C=CC=C(C2C1)NC1CCN(CC1)C)CC(F)(F)F